Dimethyl(4-piperidinocarbonyloxy-2,5-xylyl)sulfonium toluene-4-sulfonate CC1=CC=C(C=C1)S(=O)(=O)[O-].C[S+](C1=C(C=C(C(=C1)C)OC(=O)N1CCCCC1)C)C